C(CCC)(=O)OCCCCCCCCCCCCCCCCCCCCCC docosyl n-butyrate